arsenic-antimony-thallium [Tl].[Sb].[As]